2-(3-(1-(3-bromophenyl)ethyl)-2-oxotetrahydropyrimidin-1(2H)-yl)-4-methylthiazole-5-sulfonic acid BrC=1C=C(C=CC1)C(C)N1C(N(CCC1)C=1SC(=C(N1)C)S(=O)(=O)O)=O